N-((2S,4R)-2,6-dimethyl-1,2,3,4-tetrahydroquinolin-4-yl)-2-oxo-6-(trifluoromethyl)-1,2-dihydropyridine-3-carboxamide C[C@@H]1NC2=CC=C(C=C2[C@@H](C1)NC(=O)C=1C(NC(=CC1)C(F)(F)F)=O)C